ClC1=NC=C(C(=O)NC2=C(C=C(C(=C2)C=2C=NC(=NC2)N2CCOCC2)Cl)N2C[C@@H](N(CC2)C)C)C(=C1)C(F)(F)F (S)-6-chloro-N-(4-chloro-2-(3,4-dimethylpiperazin-1-yl)-5-(2-morpholinopyrimidin-5-yl)phenyl)-4-(trifluoromethyl)nicotinamide